ethyl 3-(1-(4-(trifluoromethyl)phenyl)imidazo[1,5-a]pyridin-3-yl)propanoate FC(C1=CC=C(C=C1)C=1N=C(N2C1C=CC=C2)CCC(=O)OCC)(F)F